CN1CCC(CC1)(C)CC=1SC2=C(N1)C=C(C=C2)[C@@H]2N(C[C@H](CC2)C)C(C(=O)NC=2C1=C(C=NC2)C=NN1)=O 2-((2R,5S)-2-(2-((1,4-dimethylpiperidin-4-yl)methyl)benzo[d]thiazol-5-yl)-5-methylpiperidin-1-yl)-2-oxo-N-(1H-pyrazolo[4,3-c]pyridin-7-yl)acetamide